P(=O)(OC1=CC=C(C=C1)[N+](=O)[O-])([O-])[O-] para-nitro-phenyl phosphate